3-((5-Bromo-2-hydroxyphenyl)sulfonamido)-5-(1-cyanocyclobutyl)-2-hydroxy-N-((6-oxo-1,6-dihydropyridin-3-yl)methyl)benzamide BrC=1C=CC(=C(C1)S(=O)(=O)NC=1C(=C(C(=O)NCC2=CNC(C=C2)=O)C=C(C1)C1(CCC1)C#N)O)O